((6-methoxypyridin-3-yl)methyl)-1H-pyrazole-1-carboxamide COC1=CC=C(C=N1)CC1=NN(C=C1)C(=O)N